1-(2-fluoro-4-(2-(2-isobutoxy-6-methylphenyl)-5-((2-(trifluoromethyl)phenyl)sulfonyl)-4,5,6,7-tetrahydro-2H-pyrazolo[4,3-c]pyridin-3-yl)phenyl)urea FC1=C(C=CC(=C1)C=1N(N=C2C1CN(CC2)S(=O)(=O)C2=C(C=CC=C2)C(F)(F)F)C2=C(C=CC=C2C)OCC(C)C)NC(=O)N